chroman-4-ylethylamine O1CCC(C2=CC=CC=C12)CCN